C(C)(=O)NC1=CC=C(C=N1)[C@@H]1N(C[C@H](CC1)C)C(C(=O)NC=1C=NC(=C(C1)CC)N)=O |o1:10,13| Rel-2-[(2R,5S)-2-(6-acetamido-3-pyridyl)-5-methyl-1-piperidyl]-N-(6-amino-5-ethyl-3-pyridyl)-2-oxo-acetamide